FC1=C(C=CC=C1F)C1=CC=CC2=C1NC(=NS2(=O)=O)NCC=2OC=CN2 5-(2,3-difluorophenyl)-3-((oxazol-2-ylmethyl)amino)-4H-benzo[e][1,2,4]thiadiazine 1,1-dioxide